C(C1=CC=CO1)NCCNCC1=C(C(=CC(=C1)CNCCNCC1=CC=CO1)OC)O 2,4-Bis((2-furfurylaminoethyl)aminomethyl)-6-methoxyphenol